alpha-(tert-butylthiomethyl)styrene C(C)(C)(C)SCC(=C)C1=CC=CC=C1